CC1(C2=CC=CC(=C2OC=2C(=CC=CC12)P(C1=CC=CC=C1)C1=CC=CC=C1)P(C1=CC=CC=C1)C1=CC=CC=C1)C (9,9-dimethyl-9H-xanthene-4,5-diyl)bis[diphenylphosphine]